CC=1SC(=C(N1)C)C=1C=CC(N(N1)CC1CCN(CC1)C=1C2=C(N=CN1)N=CC=C2)=O 6-(2,4-dimethyl-1,3-thiazol-5-yl)-2-[(1-pyrido[2,3-d]pyrimidin-4-ylpiperidin-4-yl)methyl]pyridazin-3-one